[4-[(5S)-5-aminospiro[5,7-dihydrocyclopenta[b]pyridine-6,4'-piperidine]-1'-yl]-7-(2-fluorophenyl)-6-methyl-pyrazolo[1,5-a]pyrazin-3-yl]methanol N[C@@H]1C=2C(=NC=CC2)CC12CCN(CC2)C=2C=1N(C(=C(N2)C)C2=C(C=CC=C2)F)N=CC1CO